2-nitro-benzene-1,4-dicarboxylic acid [N+](=O)([O-])C1=C(C=CC(=C1)C(=O)O)C(=O)O